3-(6-amino-5-(2-methylthiazol-5-yl)pyridin-3-yl)-N-(3-(hydroxymethyl)bicyclo[1.1.1]pentan-1-yl)-4-methylbenzenesulfonamide NC1=C(C=C(C=N1)C=1C=C(C=CC1C)S(=O)(=O)NC12CC(C1)(C2)CO)C2=CN=C(S2)C